CN1C(CCC2=CC(=CC=C12)C(=O)NC1=CC(=CC=C1)C#CC1=NC=CC=C1)=O 1-METHYL-2-OXO-N-(3-(PYRIDIN-2-YLETHYNYL)PHENYL)-1,2,3,4-TETRAHYDROQUINOLINE-6-CARBOXAMIDE